(trans)-N-methyl-2-(2-oxo-4-(o-tolyl)-2H-chromen-7-yl)cyclopropane-1-carboxamide CNC(=O)[C@H]1[C@@H](C1)C1=CC=C2C(=CC(OC2=C1)=O)C1=C(C=CC=C1)C